Imidazole tri-hydrochloride Cl.Cl.Cl.N1C=NC=C1